FC1=C(C(=O)N2CCC(CC2)OC2CCN(CC2)CC(=O)N2CCN(CC2)C(=O)C=2C=C(CC3=NNC(C4=CC=CC=C34)=O)C=CC2F)C(=CC(=C1)C1=NC=CN=C1)F 4-(3-(4-(2-(4-((1-(2,6-difluoro-4-(pyrazin-2-yl)benzoyl)piperidin-4-yl)oxy)piperidin-1-yl)acetyl)piperazine-1-carbonyl)-4-fluorobenzyl)phthalazin-1(2H)-one